NC(=O)C1CN(CCC1)C1=NC(=NC(=C1)NCC1=C(C=CC=C1C)C)NC=1SC(=C(N1)C)C(=O)OCC 2-[[4-[3-(Aminocarbonyl)-1-piperidinyl]-6-[[(2,6-dimethylphenyl)methyl]amino]-2-pyrimidinyl]amino]-4-methyl-5-thiazolecarboxylic acid, ethyl ester